(4aR,8aR)-6-[5-chloro-1-(1-cyclopropyl-1H-pyrazol-4-yl)-1H-indazol-6-yl]octahydro-1H-pyrido[3,4-b][1,4]oxazine ClC=1C=C2C=NN(C2=CC1N1C[C@H]2OCCN[C@@H]2CC1)C=1C=NN(C1)C1CC1